C(CC)N(C(C)CC)C propyl-N-methyl-N-(sec-butyl)-amine